6-amino-3-ethyl-1-{[3-(trifluoromethoxy)phenyl]methyl}quinoxalin-2-one NC=1C=C2N=C(C(N(C2=CC1)CC1=CC(=CC=C1)OC(F)(F)F)=O)CC